(2S)-2-{[(3,4-dihydro-1H-2-benzopyran-5-yl)methyl]amino}-5,5-dimethylhexanoic acid C1OCCC2=C1C=CC=C2CN[C@H](C(=O)O)CCC(C)(C)C